methyl (S)-3-(azetidin-3-yl)-2-benzyl-7-methyl-3,7,8,9-tetrahydro-6H-imidazo[4,5-f]quinoline-6-carboxylate N1CC(C1)N1C(=NC2=C3CC[C@@H](N(C3=CC=C21)C(=O)OC)C)CC2=CC=CC=C2